4-(2-chloro-4-methylphenyl)butyric acid ClC1=C(C=CC(=C1)C)CCCC(=O)O